[O-2].ClC(C(=O)[Na])(F)F (2-chloro-2,2-difluoro-acetyl)sodium oxide